NC1=C(C=C(C=C1)C1CN(C1)C(=O)OC(C)(C)C)C tert-butyl 3-(4-amino-3-methyl-phenyl)azetidine-1-carboxylate